CC(C)NC(C)C N-propan-2-ylpropan-2-amine